3-hydroxy-2-phenyl-cyclohexanecarboxylate OC1C(C(CCC1)C(=O)[O-])C1=CC=CC=C1